BrC1=C(C(=CC(=C1)CO)[N+](=O)[O-])NC(C(=O)OC)(C)C methyl 2-((2-bromo-4-(hydroxymethyl)-6-nitrophenyl) amino)-2-methylpropionate